N-[(1S)-1-carbamoyl-2-{6-oxo-2-oxa-5-azaspiro[3.4]oct-7-yl}ethyl]carbamic acid tert-butyl ester C(C)(C)(C)OC(N[C@@H](CC1C(NC2(COC2)C1)=O)C(N)=O)=O